C(CCCCCCCCCCCCCCCC)C=1C=C(C=C(O)C1)O 5-heptadecylresorcinol